C(C1=CC=CC=C1)OC1=CC=C(C=C1)C=1N=C(C2=C(N1)NC=C2)Cl (4-(benzyloxy)phenyl)-4-chloro-7H-pyrrolo[2,3-d]pyrimidine